C1(=CC=CC=C1)N1CN(C2=C1C=CC=C2)C2=CC=CC=C2 1,3-diphenyl-benzimidazole